FC1=CC=2N(C=C1)C(=CN2)C2=C1CNC(C1=C(C=C2)NC2=NC=C(C=C2)N2C[C@H](CCC2)[C@H](C)O)=O 4-(7-fluoroimidazo[1,2-a]pyridin-3-yl)-7-((5-((S)-3-((S)-1-hydroxyethyl)piperidin-1-yl)pyridin-2-yl)amino)isoindolin-1-one